MALEIC ACID MONOETHYL ESTER C(C)OC(\C=C/C(=O)O)=O